(S)-N-((S)-1-(2-chloro-3-methylphenyl)-1,4,5,7-tetrahydropyrano[3,4-c]pyrazol-4-yl)-2-methylpropane-2-sulfinamide ClC1=C(C=CC=C1C)N1N=CC2=C1COC[C@H]2N[S@@](=O)C(C)(C)C